COC1=CC=C(C=C1)CN1N=C(C(=C1)[N+](=O)[O-])OC(C(F)(F)F)C 1-[(4-methoxyphenyl)methyl]-4-nitro-3-[2,2,2-trifluoro-1-methyl-ethoxy]pyrazole